1-(2-amino-ethyl)-imidazolidin-2-one NCCN1C(NCC1)=O